2-((1s,4s)-4-(3-Methoxy-4-methylphenylcarbamoyl)cyclohexyl)-7-methyl-3-oxoisoindoline-5-carboxylic acid COC=1C=C(C=CC1C)NC(=O)C1CCC(CC1)N1CC2=C(C=C(C=C2C1=O)C(=O)O)C